FC(C(=O)O)(F)F.CN1N=CC(=C1)CN1C(N(C2=C(C1=O)C=C(S2)S(=O)(=O)NC2(CC2)C)C2CCNCC2)=O 3-((1-methyl-1H-pyrazol-4-yl)methyl)-N-(1-methylcyclopropyl)-2,4-dioxo-1-(piperidin-4-yl)-1,2,3,4-tetrahydrothieno[2,3-d]pyrimidine-6-sulfonamide trifluoroacetate salt